4-amino-6-ethyl-N-(4-(methoxymethyl)phenyl)-7-(1-methylcyclopropyl)-7H-pyrrolo[2,3-d]pyrimidine-5-carboxamide NC=1C2=C(N=CN1)N(C(=C2C(=O)NC2=CC=C(C=C2)COC)CC)C2(CC2)C